NC1=C(C=NN1CCCNC(=O)OC(C)(C)C)C(=O)OCC ethyl 5-amino-1-(3-((tert-butoxycarbonyl)amino)propyl)-1H-pyrazole-4-carboxylate